BrC=1C(=C(CS(=O)(=O)C2=NC=3N(C(N(C(C3N2C)=O)C)=O)C)C(=CC1)OC)OC 8-(3-bromo-2,6-dimethoxybenzylsulfonyl)-1,3,7-trimethyl-1H-purine-2,6(3H,7H)-dione